ClC=1CN(C=CC1)C=1C(=NC=C(C1)C(NC1=CC=C(C=C1)OC(F)(F)Cl)=O)N1C[C@@H](CC1)O (R)-3-chloro-N-(5-((4-(chlorodifluoromethoxy)phenyl)carbamoyl)-2-(3-hydroxyPYRROLIDIN-1-YL)PYRIDIN-3-YL)PYRIDINE